FC1=CC(=NC=C1)OC1CCNCC1 4-(4-fluoro-2-pyridyloxy)piperidine